(E)-2-bromo-7,11-dimethyl-3-methylenedodeca-6,10-dien-1-yl acetate C(C)(=O)OCC(C(CC\C=C(\CCC=C(C)C)/C)=C)Br